(S)-3-(2-hydroxy-1-(3-methoxyphenyl)ethyl)-7-(1-methyl-1H-pyrazol-5-yl)-2,3-dihydroquinazolin-4(1H)-one OC[C@H](C1=CC(=CC=C1)OC)N1CNC2=CC(=CC=C2C1=O)C1=CC=NN1C